CC1=CC=C(C=C1)S(=O)(=O)OCCC1=C2C(N(C(C2=CC=C1)=O)N1C(NC(CC1)=O)=O)=O 2-(2-(2,4-dioxotetrahydropyrimidin-1(2H)-yl)-1,3-dioxoisoindolin-4-yl)ethyl 4-methylbenzenesulfonate